CC(=CC(=O)OC1=CC=C(C=C1)CC(=O)O)C 4-(3-methyl-2-butenoyloxy)phenylacetic acid